O.Cl.N(C(=N)N)C=1C=C(C(=O)O)C=CC1C 3-guanidino-4-methylbenzoate hydrochloride monohydrate